FC1=C(C=CC(=C1F)OC)C1=CN=C2N1C=CN=C2NC2=CC(=C(C(=O)NCCCN1CC(NCC1)=O)C=C2)C 4-((3-(2,3-difluoro-4-methoxy-phenyl)imidazo[1,2-a]pyrazin-8-yl)amino)-2-methyl-N-(3-(3-oxopiperazin-1-yl)propyl)benzamide